3-[3-(2-Chloro-6-methyl-4-pyridyl)-5-[(1,1-dioxothian-4-yl)amino]pyrazolo[1,5-a]pyrimidin-2-yl]benzonitrile ClC1=NC(=CC(=C1)C=1C(=NN2C1N=C(C=C2)NC2CCS(CC2)(=O)=O)C=2C=C(C#N)C=CC2)C